N=1N(N=C2C1C=CC=C2)C2=C(C=CC=C2)O 2-(2H-benzotriazol-2-yl)phenol